2-(2-((1S,4s)-4-(((2R,3S)-3-((4-methoxybenzyl)amino)pyrrolidin-2-yl)methoxy)cyclohexyl)-3-methylphenoxy)acetic acid COC1=CC=C(CN[C@@H]2[C@@H](NCC2)COC2CCC(CC2)C2=C(OCC(=O)O)C=CC=C2C)C=C1